5-Chloro-2-(6-(((cis)-3-hydroxy-3-methylcyclobutyl)amino)-4-methylpyridazin-3-yl)phenol ClC=1C=CC(=C(C1)O)C=1N=NC(=CC1C)NC1CC(C1)(C)O